N'-((1,2,3,5,6,7-hexahydro-s-indacen-4-yl)carbamoyl)-6-(2-(methylamino)ethoxy)-6,7-dihydro-5H-pyrazolo[5,1-b][1,3]oxazine-3-sulfonimidamide C1CCC2=C(C=3CCCC3C=C12)NC(=O)N=S(=O)(N)C=1C=NN2C1OCC(C2)OCCNC